ClC1=CC=2N(C(=C1)CC(=O)O)C=NC2 2-(7-Chloroimidazo[1,5-a]pyridin-5-yl)acetic acid